N[Pt+](Cl)Cl aminodichloroplatinum (IV)